CS(=O)CC[C@@H](C(=O)O)NC(CCCCCCC\C=C/C\C=C/CCCCC)=O (2S)-4-(methyl-sulfinyl)-2-((9Z,12Z)-octadeca-9,12-dienamido)butanoic acid